N-(5-(3-chlorocinnolin-6-yl)thiazol-2-yl)-3-hydroxy-3-(trifluoromethyl)cyclobutane-1-carboxamide ClC=1N=NC2=CC=C(C=C2C1)C1=CN=C(S1)NC(=O)C1CC(C1)(C(F)(F)F)O